ClS(=O)(=O)C1CN(CC1)C(=O)OC(C)(C)C tert-butyl 3-(chlorosulfonyl)pyrrolidine-1-carboxylate